5-bromo-1-(4-methoxybenzyl)-1H-spiro[benzo[c]isothiazole-3,1'-cyclobutane]-2,2-dioxide BrC1=CC2=C(N(S(C23CCC3)(=O)=O)CC3=CC=C(C=C3)OC)C=C1